ClC1=CC=C(C=C1)C1CCN(CCC1)C1=C(C(N(C2=CC=CC=C12)C)=O)C#N 4-[4-(4-chlorophenyl)azepan-1-yl]-1-methyl-2-oxo-1,2-dihydroquinoline-3-carbonitrile